4,10,17,21-tetraoxo-3,9,16,19,22-pentaazaoctacosan-28-oic acid O=C(NCC)CCCCNC(CCCCCNC(CNCC(NCCCCCC(=O)O)=O)=O)=O